N-(2-(methylsulfonyl)-ethyl)-5-(4-(trifluoro-methyl)phenyl)-3,4-dihydroisoquinoline-2(1H)-carboxamide CS(=O)(=O)CCNC(=O)N1CC2=CC=CC(=C2CC1)C1=CC=C(C=C1)C(F)(F)F